C1=CC(=CC=2CCCC3=C(NC4=CC=C(C=C34)NC(=O)[C@H]3N(CCC3)C([C@H](N(C)C)C3=CC=CC=C3)=O)C21)NC(=O)[C@H]2N(CCC2)C([C@@H](C2=CC=CC=C2)N(C)C)=O (2S,2'S)-N,N'-5,6,7,12-tetrahydrobenzo[6,7]cyclohepta[1,2-b]indole-3,9-diylbis{1-[(2R)-2-(dimethylamino)-2-phenylacetyl]pyrrolidine-2-carboxamide}